methyl (4-(benzyloxy)benzoyl)glycinate C(C1=CC=CC=C1)OC1=CC=C(C(=O)NCC(=O)OC)C=C1